methyl 2-((3,5-dichloro-4-(4-(3-fluoro-5-methoxybenzoylamino)-2,6-dimethylphenoxy) phenyl) amino)-2-oxoacetate ClC=1C=C(C=C(C1OC1=C(C=C(C=C1C)NC(C1=CC(=CC(=C1)OC)F)=O)C)Cl)NC(C(=O)OC)=O